C1(CC1)C(=O)N1CCN(CC1)C1=CC=C(C=C1)NC(=O)C=1C(NC=CC1NC1=C(C2=C(OCCN2)N=C1)C)=O N-(4-(4-(cyclopropanecarbonyl)piperazin-1-yl)phenyl)-4-((8-methyl-2,3-dihydro-1H-pyrido[2,3-b][1,4]oxazin-7-yl)amino)-2-oxo-1,2-dihydropyridine-3-carboxamide